6-(3-fluoro-5-methyl-1H-pyrazol-1-yl)nicotinaldehyde FC1=NN(C(=C1)C)C1=NC=C(C=O)C=C1